FC=1C=C2C(=NC(=NC2=C(C1C1=CC(=CC2=CC=C(C(=C12)CC)F)O)F)OC[C@]12CCCN2C[C@@H](C1)F)N1C[C@@]2(CCO2)CCC1 4-(6,8-Difluoro-2-(((2R,7aS)-2-fluorotetrahydro-1H-pyrrolizin-7a(5H)-yl)methoxy)-4-((S)-1-oxa-6-azaspiro[3.5]nonan-6-yl)quinazolin-7-yl)-5-ethyl-6-fluoronaphthalen-2-ol